BrC1=CC2=C(OC3=C(C=C2)C=C(C=C3)Br)C=C1 2,8-dibromodibenzo[b,f]oxepine